C(N)(=O)C(CN1C(C=2C=CC3=C(C2C1)C=C(C=C3)C=3C=C(C=CC3)NC(=O)C3CCNCC3)=O)=C N-{3-[2-(2-carbamoyl-2-methylideneethyl)-3-oxo-1H,2H,3H-benzo[e]isoindol-8-yl]phenyl}piperidine-4-carboxamide